CC1=CC=C2C=NNC2=C1B1OC(C(O1)(C)C)(C)C 6-Methyl-7-(4,4,5,5-tetramethyl-1,3,2-dioxaborolan-2-yl)-1H-indazole